(R)-2-((1-(5,6,7,8-tetrahydropyrido[3,4-d]pyrimidin-4-yl)piperidin-3-yl)amino)pyrimidine-5-carbonitrile trifluoroacetate FC(C(=O)O)(F)F.N1=CN=C(C2=C1CNCC2)N2C[C@@H](CCC2)NC2=NC=C(C=N2)C#N